FC1(CN(CC1)C(=O)C=1N=C2N(N1)[C@@H](C[C@@H]2F)C2=CC=CC=C2)F |r| (3,3-difluoropyrrolidin-1-yl)-[rac-(5S,7S)-7-fluoro-5-phenyl-6,7-dihydro-5H-pyrrolo[1,2-b][1,2,4]triazol-2-yl]methanone